N1(CCNCC1)C(=O)OC(C)(C)C tert-Butyl piperazine-1-formate